N-(2-aminoethyl)-gamma-aminopropyltriethoxysilane NCCNCCC[Si](OCC)(OCC)OCC